3-[(1,3-dioxoisoindolin-2-yl)methyl]-4-fluoro-4-methyl-piperidine-1-carboxylic acid benzyl ester C(C1=CC=CC=C1)OC(=O)N1CC(C(CC1)(C)F)CN1C(C2=CC=CC=C2C1=O)=O